C(C)(C)(C)OC(=O)N1CC=C(C=C1)C=1CNC=CC1 dihydro[3,4'-bipyridine]-1'(2'H)-carboxylic acid tert-butyl ester